(7-fluoro-4-(4,4,5,5-tetramethyl-1,3,2-dioxaborolan-2-yl)benzo[d]thiazol-2-yl)carbamic acid tert-butyl ester C(C)(C)(C)OC(NC=1SC2=C(N1)C(=CC=C2F)B2OC(C(O2)(C)C)(C)C)=O